[Na+].C(C=C)(=O)OC(C(=O)[O-])C (acryloyloxy)propionic acid sodium salt